CC=1[C@@H]2[C@](CC[C@H](C(C1)(C)C)C2)(C=C)C (1R,5S,8R)-2,4,4,8-tetramethyl-8-vinylbicyclo[3.3.1]non-2-ene